2-(4-(4-(Trifluoromethyl)Phenyl)-1H-1,2,3-Triazol-1-yl)Acetamide FC(C1=CC=C(C=C1)C=1N=NN(C1)CC(=O)N)(F)F